rac-(7S)-4,7-difluoro-7-isopropyl-N-[rac-(1R)-3-[4-(1-hydroxy-1-methyl-ethyl)piperidin-1-ium-1-yl]-1-(6-pyridazin-4-yl-3-pyridyl)propyl]-6,8-dihydro-5H-acridine-2-carboxamide FC1=CC(=CC2=CC=3C[C@@](CCC3N=C12)(C(C)C)F)C(=O)N[C@H](CC[NH+]1CCC(CC1)C(C)(C)O)C=1C=NC(=CC1)C1=CN=NC=C1 |r|